O1N=CCC1 (R)-isoxazoline